1,4-bis(3,3,3-trifluoropropenyloxy)benzene FC(C=COC1=CC=C(C=C1)OC=CC(F)(F)F)(F)F